(S)-2-amino-N-(2-ethynyl-thiazol-4-yl)-3-phenylpropionamide N[C@H](C(=O)NC=1N=C(SC1)C#C)CC1=CC=CC=C1